2-(2,5-difluorobenzyl)-2H-indazole FC1=C(CN2N=C3C=CC=CC3=C2)C=C(C=C1)F